OC1=C(C(C(C(C1(CC=C(C)C)CC=C(C)C)=O)(CC=C(C)C)CC=C(C)C)=O)C(CC(C)C)=O 5-hydroxy-2,2,6,6-tetrakis(3-methylbut-2-en-1-yl)-4-(3-methylbutanoyl)cyclohex-4-ene-1,3-dione